(S)-N-(1-(6-(2-cyano-5-fluoropyridin-3-yl)-1-neopentyl-1H-indol-3-yl)-2,2-difluoroethyl)cyclopropanesulfonamide C(#N)C1=NC=C(C=C1C1=CC=C2C(=CN(C2=C1)CC(C)(C)C)[C@@H](C(F)F)NS(=O)(=O)C1CC1)F